N-(2-bromo-5-fluorobenzyl)-N,2,2-trimethylbutanamide BrC1=C(CN(C(C(CC)(C)C)=O)C)C=C(C=C1)F